OC1=CC=C2C(=N1)COCC2=O 2-hydroxy-6H-pyrano[3,4-b]pyridin-5(8H)-one